curcumin monophosphate salt P(=O)(O)(O)O.COC1=CC(=CC=C1O)\C=C\C(=O)CC(=O)\C=C\C1=CC=C(O)C(OC)=C1